N-(4-((tert-butyldimethylsilyl)oxy)butyl)-2-(4-methylpiperazin-1-yl)-5-nitroaniline [Si](C)(C)(C(C)(C)C)OCCCCNC1=C(C=CC(=C1)[N+](=O)[O-])N1CCN(CC1)C